2-[3-(3,5-difluorophenyl)ureido]-4-trifluoromethoxy-N-propylbenzamide FC=1C=C(C=C(C1)F)NC(NC1=C(C(=O)NCCC)C=CC(=C1)OC(F)(F)F)=O